COC1CCC(CC1)NC(CCCC=1N=C(N(C1)C1=CC=CC=C1)C1=C(C(=O)N)C=CC=C1C=1C=NN(C1)C)=O (4-(4-((4-methoxycyclohexyl)amino)-4-oxobutyl)-1-phenyl-1H-imidazol-2-yl)-3-(1-methyl-1H-pyrazol-4-yl)benzamide